N=1C=C(N2C1C=CC=C2)C(=O)N2CC1=C(CC2)C(=CS1)C(=O)NC1=CC(=CC=C1)C(F)(F)F 6-(imidazo[1,2-a]pyridine-3-carbonyl)-N-(3-(trifluoro-methyl)phenyl)-4,5,6,7-tetrahydrothieno[2,3-c]pyridine-3-carboxamide